COC(C(C(=O)OC)C1=C(C=C(C(=C1)F)C#N)[N+](=O)[O-])=O dimethyl-2-(4-cyano-5-fluoro-2-nitrophenyl)propanedioate